dimethoxydodecenyl nonoxymethyl ether C(CCCCCCCC)OCOC=CCCCCCCCCCC(OC)OC